COC(C(C)(C)N1N=CC(=C1)S(NC=1C=CC(=C2C(=CNC12)Cl)Cl)(=O)=O)=O Methyl-2-[4-[(3,4-dichloro-1H-indol-7-yl)sulfamoyl]pyrazol-1-yl]-2-methyl-propanoat